ClCC(CCl)O 1,3-Dichloropropan-2-ol